2-methoxy-methyl-1,4-naphthoquinone COC=1C(C2=CC=CC=C2C(C1C)=O)=O